quinolinone-4-d N1C(C=C(C2=CC=CC=C12)[2H])=O